(1S,2S)-N-(2-{4,6-dimethoxy-2-[(4-methoxyphenyl)methoxy]pyrimidin-5-yl}-1-methylpyrrolo[2,3-c]pyridin-5-yl)-2-fluorocyclopropane-1-carboxamide COC1=NC(=NC(=C1C1=CC=2C(=CN=C(C2)NC(=O)[C@H]2[C@H](C2)F)N1C)OC)OCC1=CC=C(C=C1)OC